C(C=C)(=O)N1C[C@@H](N(CC1)C1=NC(N(C=2C3=C(C(=CC12)F)C=1C=CC=CC1CO3)C=3C(=NC=CC3C)C(C)C)=O)C (S)-1-(4-acryloyl-2-methylpiperazin-1-yl)-11-fluoro-4-(2-isopropyl-4-methylpyridin-3-yl)-4H-isochromeno[4,3-H]quinazolin-3(6H)-one